C(C=1C=CC(N(C1)C1=CC=CC=C1)=O)([2H])([2H])[2H] 5-(methyl-d3)-1-phenylpyridin-2(1H)-one